sulfurous acid (sulfite) S(=O)(O)O.S(O)(O)=O